Cl.Cl.C1NCCC12CN(CCC2)C2=CC=C(C=N2)C=2C=1N(C=C(C2)C=2C=NN(C2)C)N=CC1C#N 4-(6-(2,7-diazaspiro[4.5]decan-7-yl)pyridin-3-yl)-6-(1-methyl-1H-pyrazol-4-yl)pyrazolo[1,5-a]pyridine-3-carbonitrile dihydrochloride